4-[(piperidin-4-yloxy)methyl]-1,3-thiazol-2-amine N1CCC(CC1)OCC=1N=C(SC1)N